aluminum tripropanolate C(CC)[O-].C(CC)[O-].C(CC)[O-].[Al+3]